FC[C@@H]1[C@H]([C@H]([C@@H](O1)N1C(=O)NC(=O)C=C1)O)O 5'-deoxy-5'-fluorouridine